(S)-3-(((6-(isoindolin-2-ylmethyl)-4-oxo-4H-pyran-3-yl)oxy)methyl)piperidine-1-carboxylic acid tert-butyl ester C(C)(C)(C)OC(=O)N1C[C@H](CCC1)COC1=COC(=CC1=O)CN1CC2=CC=CC=C2C1